ClC=1C(=C(NC=2C3=C(N=CN2)C=CC(=N3)N3CC2(CCN2C(=O)OC(C)(C)C)C3)C=CC1F)F tert-butyl 6-[4-(3-chloro-2,4-difluoro-anilino)pyrido[3,2-d]pyrimidin-6-yl]-1,6-diazaspiro[3.3]heptane-1-carboxylate